2-(3-(benzyloxy)phenyl)-2-cyclopropylethyl methanesulfonate CS(=O)(=O)OCC(C1CC1)C1=CC(=CC=C1)OCC1=CC=CC=C1